ClC=1C=C2C(=CN=C(C2=CN1)N1[C@@H]([C@H](CC1)O)C)C(C)C (2R,3S)-1-(6-chloro-4-isopropyl-2,7-naphthyridin-1-yl)-2-methylpyrrolidin-3-ol